ClC1=C(C(=O)NC)C=CC(=C1)C[C@@H](CNC(C[C@@H](C)C1=CC=CC=C1)=O)N(C)C 2-chloro-4-((S)-2-(dimethylamino)-3-((R)-3-phenylbutanamido)propyl)-N-methylbenzamide